Cl.ClC=1C2=CN(N=C2C=CC1C1=CNC2=NC(=CN=C21)N2C[C@@H]([C@H](CC2)N)F)C (3S,4S)-1-[7-(4-chloro-2-methyl-2H-indazol-5-yl)-5H-pyrrolo[2,3-b]pyrazin-3-yl]-3-fluoropiperidin-4-amine, hydrochloride salt